(1R,5S)-tertbutyl 1-(4-(6-amino-5-(methoxycarbonyl)pyridin-3-yl)phenyl)-3-azabicyclo[3.1.0]hexane-3-carboxylate NC1=C(C=C(C=N1)C1=CC=C(C=C1)[C@@]12CN(C[C@H]2C1)C(=O)OC(C)(C)C)C(=O)OC